4-(6-oxa-3-azabicyclo[3.1.1]heptan-3-yl)-2-methoxy-N-((5-(thiophen-2-yl)-1,3,4-oxadiazol-2-yl)methyl)benzamide C12CN(CC(O1)C2)C2=CC(=C(C(=O)NCC=1OC(=NN1)C=1SC=CC1)C=C2)OC